5-(2,5-Dichloropyridin-4-yl)-1,5-dihydro-4H-pyrazolo[4,3-c]pyridin-4-one ClC1=NC=C(C(=C1)N1C(C2=C(C=C1)NN=C2)=O)Cl